O=C1NC=C(C=2N1C=CC2)C2CN(CC2)C(=O)OC(C)(C)C tert-butyl 3-(1-oxo-1,2-dihydropyrrolo[1,2-c]pyrimidin-4-yl)pyrrolidine-1-carboxylate